3-(3-((6-chloropyridin-3-yl)oxy)azetidin-1-yl)-2-(1H-pyrrol-1-yl)benzoic acid ClC1=CC=C(C=N1)OC1CN(C1)C=1C(=C(C(=O)O)C=CC1)N1C=CC=C1